ClC=1C(=C(C(=C(C1)C(C(=O)NCC1=NC=CN=C1Cl)C)OC)C=1C=NC=CC1)C 2-(5-chloro-2-methoxy-4-methyl-3-(pyridin-3-yl)phenyl)-N-((3-chloropyrazin-2-yl)methyl)propionamide